tert-butyl 7-(6-chloro-3-fluoropyridin-2-yl)-4,7-diazaspiro[2.5]octane-4-carboxylate ClC1=CC=C(C(=N1)N1CCN(C2(CC2)C1)C(=O)OC(C)(C)C)F